CC=1N(C(=CC1/C=C(\C#N)/C1=NC2=C(C=NC(=C2)OC)N1)C)C=1SC(=NN1)C (E)-3-(2,5-dimethyl-1-(5-methyl-1,3,4-thiadiazol-2-yl)-1H-pyrrole-3-yl)-2-(6-methoxy-3H-imidazo[4,5-c]pyridin-2-yl)acrylonitrile